CN1N=CC(=C1)C=1C=C(C=C(C1)C=1C=NN(C1)C)[C@@H](C)NC(C1=C(C=CC(=C1)OCCN1CCOCC1)C)=O (R)-N-(1-(3,5-bis(1-methyl-1H-pyrazol-4-yl)phenyl)ethyl)-2-methyl-5-(2-morpholino-ethoxy)benzamide